C(C1=CC=CC=C1)OC1=NC(=CC=C1C1=NN(C2=C(C=CC=C12)N1CCC(CC1)CN1CCC2(CCN(CC2)C(=O)OC(C)(C)C)CC1)C)OCC1=CC=CC=C1 tert-butyl 9-((1-(3-(2,6-bis(benzyloxy)pyridin-3-yl)-1-methyl-1H-indazol-7-yl)piperidin-4-yl)methyl)-3,9-diazaspiro[5.5]undecane-3-carboxylate